HEX-4-YNAL C(CCC#CC)=O